3-(1-oxo-5-(((1R,2S)-2-(pyrrolidin-1-yl)cyclohexyl)oxy)isoindolin-2-yl)piperidine-2,6-dione O=C1N(CC2=CC(=CC=C12)O[C@H]1[C@H](CCCC1)N1CCCC1)C1C(NC(CC1)=O)=O